(RS,4S)-1-ethyl-N-(4-((S)-1-(2-methyl-1H-imidazol-1-yl)ethyl)phenyl)-2-oxabicyclo[2.2.1]heptane-4-carboxamide C(C)[C@@]12OC[C@](CC1)(C2)C(=O)NC2=CC=C(C=C2)[C@H](C)N2C(=NC=C2)C |&1:2|